N1-(4-(5-(5-(1-isopropyl-2-(trifluoromethyl)-1H-benzo[d]imidazol-5-yl)-1,2,4-oxadiazol-3-yl)picolinamido)-3-methoxyphenyl)-N4-methylterephthalamide C(C)(C)N1C(=NC2=C1C=CC(=C2)C2=NC(=NO2)C=2C=CC(=NC2)C(=O)NC2=C(C=C(C=C2)NC(C2=CC=C(C(=O)NC)C=C2)=O)OC)C(F)(F)F